Benzoyl-L-arginine-4-nitroanilide-hydrochloride Cl.[N+](=O)([O-])C1=CC=C(NC([C@@H](NC(C2=CC=CC=C2)=O)CCCNC(N)=N)=O)C=C1